C(C)(C)(C)OC(NC1CN(CC(C1)C)C1=C2C=CC=NC2=C(C=C1)C(F)(F)F)=O N-[5-methyl-1-[8-(trifluoromethyl)quinolin-5-yl]piperidin-3-yl]carbamic acid tert-butyl ester